CN1C=C(C2=CC=CC=C12)C1=NC(=NC=C1)NC=1C=CC=C(C#N)C1 5-[(4-(1-methyl-1H-indol-3-yl)-2-pyrimidinyl)amino]benzonitrile